4,4'-(1-Methylimidazo[1,2-a]pyridine-1-ium-2,7-diyl)bis(1-hexylpyridin-1-ium) tris(tetrafluoroborate) F[B-](F)(F)F.F[B-](F)(F)F.F[B-](F)(F)F.C[N+]=1C(=CN2C1C=C(C=C2)C2=CC=[N+](C=C2)CCCCCC)C2=CC=[N+](C=C2)CCCCCC